4-(4-((1R,5S)-3,9-diazabicyclo[3.3.1]nonan-3-yl)-6,8-difluoro-2-(((2R,7aS)-2-fluorotetrahydro-1H-pyrrolizin-7a(5H)-yl)methoxy)quinazolin-7-yl)-5-ethyl-6-fluoronaphthalen-2-ol [C@H]12CN(C[C@H](CCC1)N2)C2=NC(=NC1=C(C(=C(C=C21)F)C2=CC(=CC1=CC=C(C(=C21)CC)F)O)F)OC[C@]21CCCN1C[C@@H](C2)F